N-[(2E)-3-[(4-cyanophenyl)(methylimino)oxo-λ6-sulfanyl]prop-2-en-1-yl]-2-oxo-1,2,5,6,7,8-hexahydroquinoline-3-carboxamide C(#N)C1=CC=C(C=C1)S(/C=C/CNC(=O)C=1C(NC=2CCCCC2C1)=O)(=O)=NC